CC1=C(C(=NO1)C1=CC=CC=C1)C1=CC=C(C=C1)S(=O)(=O)NC(CC)=O.[Na] sodium N-[[4-(5-methyl-3-phenyl-4-isoxazolyl)phenyl]sulfonyl]propionamide